4-(3-(1,4-dimethyl-7-(1H-pyrazol-3-yl)-1H-imidazo[4,5-d]thieno[3,2-b]pyridin-2-yl)propyl)-2,2-dimethylmorpholine CN1C(=NC=2C1=C1C(=NC2C)C=C(S1)C1=NNC=C1)CCCN1CC(OCC1)(C)C